The molecule is a primary nitroalkane that is hexane substituted by a nitro group at position 1. It has a role as a human urinary metabolite. It derives from a hydride of a hexane. CCCCCC[N+](=O)[O-]